C(C)(C)(C)OC(NCC(CC(C)C)NC1=NC(=NC=C1C#CC(OCC)OCC)Cl)=O N-[2-[[2-chloro-5-(3,3-diethoxyprop-1-ynyl)pyrimidin-4-yl]amino]-4-methyl-pentyl]carbamic acid tert-butyl ester